C(#N)C1=CNC2=C(C=CC(=C12)C)NS(=O)(=O)C=1C=NN(C1)CC(N1CCCC1)=O N-(3-Cyano-4-methyl-1H-indol-7-yl)-1-(2-oxo-2-pyrrolidin-1-yl-ethyl)pyrazol-4-sulfonamid